NC=1N=C2N(C(C1C#N)C1=CC=C(C=C1)OC)C(=CS2)C2=CC=CC=C2 7-amino-5-(4-methoxyphenyl)-3-phenyl-5H-thiazolo[3,2-a]pyrimidine-6-carbonitrile